N-(2-ethylhexyl)-2-ethyl-3-(2-propen-1-yloxy)-pyridin-4-one C(C)C(CN1C(=C(C(C=C1)=O)OCC=C)CC)CCCC